The molecule is a tetrahydropterin that is 2-amino-5,6,7,8-tetrahydropteridin-4(3H)-one in which a hydrogen at position 6 is substituted by a 1,2-dihydroxypropyl group (6R,1'R,2'S-enantiomer). It has a role as a coenzyme, a diagnostic agent, a human metabolite and a cofactor. C[C@@H]([C@@H]([C@H]1CNC2=C(N1)C(=O)NC(=N2)N)O)O